4-ethynylphenylpentane C(#C)C1=CC=C(C=C1)CCCCC